2-(dichloromethyl)benzene-1-sulfonamide ClC(C1=C(C=CC=C1)S(=O)(=O)N)Cl